C1(CCCCC1)OC([C@H](C)N)=O (S)-2-aminopropionic acid cyclohexyl ester